1-methyl-1-cyclopropylcarboxylic acid chloride CC1(CC1)C(=O)Cl